C(C)(C)(C)OC(=O)N1CCC(CC1)COC1=CC(=CC(=C1)C=1SC(=CN1)C)C(=O)OC 4-{[3-(methoxycarbonyl)-5-(5-methyl-1,3-thiazol-2-yl)phenoxy]methyl}piperidine-1-carboxylic acid tert-butyl ester